O=C1C[C@H](N(CC1)C(=O)OC(C)(C)C)C(=O)OC 1-tert-butyl 2-methyl (2S)-4-oxopiperidine-1,2-dicarboxylate